1-BENZYL-4-ISOCYANOPIPERIDINE C(C1=CC=CC=C1)N1CCC(CC1)[N+]#[C-]